2-[2-Carboxy-4-(1H-imidazol-4-yl)-phenyl]-1,3-dioxo-2,3-dihydro-1H-isoindole-5-carboxylic acid C(=O)(O)C1=C(C=CC(=C1)C=1N=CNC1)N1C(C2=CC=C(C=C2C1=O)C(=O)O)=O